N-(2-chloro-4-(trifluoromethyl)phenyl)-2-(1-(3-hydroxypicolinoyl)-9'-oxo-2'-phenyl-5',6',7',9'-tetrahydro-4'H-spiro[piperidine-3,8'-[1,2,4]triazolo[5,1-b]quinazolin]-4'-yl)acetamide ClC1=C(C=CC(=C1)C(F)(F)F)NC(CN1C=2N(C(C=3C4(CCCC13)CN(CCC4)C(C4=NC=CC=C4O)=O)=O)N=C(N2)C2=CC=CC=C2)=O